Natrium laurylsulfat C(CCCCCCCCCCC)OS(=O)(=O)[O-].[Na+]